(benzo[d]thiazol-6-yl)-4-(5-(trifluoromethyl)-1,2,4-oxadiazol-3-yl)benzamide S1C=NC2=C1C=C(C=C2)C2=C(C(=O)N)C=CC(=C2)C2=NOC(=N2)C(F)(F)F